C1(=CC=CC=C1)N(C1=CC=CC=C1)C1=CC=C(C=C1)C=CC1(CC=C(C=C1)C1=CC=CC=C1)C=CC1=CC=C(C=C1)N(C1=CC=CC=C1)C1=CC=CC=C1 4,4-bis(2-(4-(N,N-diphenylamino)phenyl)vinyl)biphenyl